3-(((benzyloxy)carbonyl)(methyl)amino)-4-hydroxypiperidine-1-carboxylate C(C1=CC=CC=C1)OC(=O)N(C1CN(CCC1O)C(=O)[O-])C